2-chloro-5-methoxy-N-(4-(trifluoromethyl)phenyl)aniline ClC1=C(NC2=CC=C(C=C2)C(F)(F)F)C=C(C=C1)OC